(±)-2,6-Dimethyl-5-heptenal C[C@@H](C=O)CCC=C(C)C |r|